C(C)(C)(C)OC(=O)N1C[C@]2(CC1)C(N(CC2)[C@H](C(=O)OCC2=CC=CC=C2)C2CCCC2)=O (S)-7-((S)-2-(benzyloxy)-1-cyclopentyl-2-oxoethyl)-6-oxo-2,7-diazaspiro[4.4]nonane-2-carboxylic acid tert-butyl ester